ClC1=C(C(=O)NC2CCOCC2)C(=CC=N1)Cl 2,4-Dichloro-N-(oxan-4-yl)nicotinamide